C1(=CC=C(C=C1)N(C1=CC=C(C=C1)C1=CC=2C(C3=CC=C(C=C3OC2C=C1)C1=CC=C(C=C1)N(C1=CC=C(C=C1)C1=CC=CC=C1)C1=CC=C(C=C1)C1=CC=CC=C1)=O)C1=CC=C(C=C1)C1=CC=CC=C1)C1=CC=CC=C1 2,6-bis(4-(di([1,1'-biphenyl]-4-yl)amino)phenyl)-xanthone